diethyl-ethoxyaluminum C(C)[Al](OCC)CC